(+-)-5-[(2-pentylcyclopent-2-en-1-yl)oxy]valeraldehyde C(CCCC)C=1[C@@H](CCC1)OCCCCC=O |r|